N-(3-(4-(2-(4-chlorophenoxy)ethyl)piperazine-1-carbonyl)phenyl)furan-2-carboxamide ClC1=CC=C(OCCN2CCN(CC2)C(=O)C=2C=C(C=CC2)NC(=O)C=2OC=CC2)C=C1